FC=1C=C(SC1C(NC=1C=C(C=2N(C1)C=C(N2)C)F)=O)C2CCN(CC2)C(=O)OC(C)(C)C tert-butyl 4-[4-fluoro-5-([8-fluoro-2-methylimidazo[1,2-a]pyridin-6-yl] carbamoyl)thiophen-2-yl]piperidine-1-carboxylate